C(C)(C)(C)OC(=O)N1CC(C1)OC1CCN(CC1)CCCCC(C=1C=C2C(N(C(C2=CC1)=O)C1C(NC(CC1)=O)=O)=O)=O 3-[[1-[5-[2-(2,6-dioxo-3-piperidyl)-1,3-dioxo-isoindolin-5-yl]oxopentyl]-4-piperidyl]oxy]azetidine-1-carboxylic acid tert-butyl ester